C1(CCCCC1)NC=1C2=C(N=CC1[N+](=O)[O-])N(C=C2)S(=O)(=O)C2=CC=CC=C2 N-cyclohexyl-5-nitro-1-(phenylsulfonyl)-1H-pyrrolo[2,3-b]Pyridin-4-amine